(6-methyl-1,3,4,5-tetrahydropyrido[4,3-b]indol-2-yl)-[5-(trifluoromethyl)-1H-pyrazol-3-yl]methanone CC1=CC=CC=2C3=C(NC12)CCN(C3)C(=O)C3=NNC(=C3)C(F)(F)F